methyl 2-(bromomethyl)-6-chloro-4-fluorobenzoate BrCC1=C(C(=O)OC)C(=CC(=C1)F)Cl